C(C(=C)C)(=O)Cl Methacryloyl Chlorid